3-amino-9-methoxy-2,6,8-trimethyl-10-phenyl-dec-4,6-dienoic acid NC(C(C(=O)O)C)C=CC(=CC(C(CC1=CC=CC=C1)OC)C)C